CN1N=CC(=C1)C=1C=CC=2N(C1)N=CC2N2CCNCC2 1-[6-(1-methylpyrazol-4-yl)pyrazolo[1,5-a]pyridin-3-yl]piperazine